(4-(5-aminoisoxazol-3-yl)-4-fluoropiperidin-1-yl)(3-chloro-4-(trifluoromethyl)phenyl)methanone NC1=CC(=NO1)C1(CCN(CC1)C(=O)C1=CC(=C(C=C1)C(F)(F)F)Cl)F